N-(3-(hydroxymethyl)benzyl)-4-(5-methyl-2-((1-methyl-1H-pyrazol-5-yl)amino)pyrimidin-4-yl)oxazole-2-carboxamide OCC=1C=C(CNC(=O)C=2OC=C(N2)C2=NC(=NC=C2C)NC2=CC=NN2C)C=CC1